FC=1C=NN(C1N)C 4-fluoro-1-Methyl-1H-pyrazole-5-amine